ClC1=C(C=NNC1=O)N(C)[C@]1(COCCC1)F 5-chloro-4-[[(3S)-3-fluorotetrahydropyran-3-yl]-methylamino]-1H-pyridazin-6-one